BrC1=CN(C2=CC=C(C=C12)N1N=C(C=C1C)C(=O)N)CC1=CC=C(C=C1)C1=CC=C(C=C1)S(=O)(=O)C 1-(3-bromo-1-((4'-(methylsulfonyl)-[1,1'-biphenyl]-4-yl)methyl)-1H-indol-5-yl)-5-methyl-1H-pyrazole-3-carboxamide